N-(4-((dimethylamino)methyl)cyclohexyl)-4-(4,4-dimethylcyclohexyl)aniline CN(C)CC1CCC(CC1)NC1=CC=C(C=C1)C1CCC(CC1)(C)C